tert-Butyl 3-(5-formyl-7-(thiazol-2-yl)-4-(trifluoromethoxy)benzo[d]oxazol-2-yl)-3,6-diazabicyclo[3.1.1]heptane-6-carboxylate C(=O)C=1C=C(C2=C(N=C(O2)N2CC3N(C(C2)C3)C(=O)OC(C)(C)C)C1OC(F)(F)F)C=1SC=CN1